(4Z)-hept-4-en-2-yl-2-hydroxybenzoic acid CC(C\C=C/CC)C=1C(=C(C(=O)O)C=CC1)O